CN(C)CC=1SC=CC1C(=O)NCC1=NC(=NO1)C=1N(C2=CC=CC(=C2C1)N[C@H]1[C@H](CN(CC1)C)F)CC(F)(F)F [(dimethylamino)methyl]-N-[[3-[4-[[(3S,4R)-3-fluoro-1-methyl-4-piperidyl]amino]-1-(2,2,2-trifluoroethyl)indol-2-yl]-1,2,4-oxadiazol-5-yl]methyl]thiophene-3-carboxamide